O.O.O.Cl.Cl.Cl trihydrochloride, trihydrate